C(#N)CC(C)(C)C=1N(C2=CC=3C=NNC3N=C2C1[C@@H]1CC[C@H](CC1)C(=O)O)C1=CC(=C(C=C1)F)C trans-4-[11-(2-cyano-1,1-dimethyl-ethyl)-10-(4-fluoro-3-methyl-phenyl)-2,4,5,10-tetrazatricyclo[7.3.0.03,7]dodeca-1,3(7),5,8,11-pentaen-12-yl]cyclohexanecarboxylic acid